S-(1-methyl-4-(propan-2-ylidene)cyclohexyl)cysteine CC1(CCC(CC1)=C(C)C)SC[C@H](N)C(=O)O